4-carbamoyl-2-[2,3-dichloro-6-(methoxymethoxy) phenyl]pyrrolidine-1-carboxylate C(N)(=O)C1CC(N(C1)C(=O)[O-])C1=C(C(=CC=C1OCOC)Cl)Cl